N-[(1-hydroxy-cyclopentyl)-methyl]-acetamide OC1(CCCC1)CNC(C)=O